2-(5-bromo-2-hydroxybenzoyl)amino-4-(trifluoromethyl)thiazol-5-carboxylic acid ethylester C(C)OC(=O)C1=C(N=C(S1)NC(C1=C(C=CC(=C1)Br)O)=O)C(F)(F)F